(dimethylfluorenyl)[(diphenyl-d10)triazinylphenyl-d9]dibenzothiophene CC=1C(=C(C=2CC3=CC=CC=C3C2C1)C1=C(C2=C(SC3=C2C=CC=C3)C=C1)C1(C(C(C(C(C1C1=NN=NC(=C1C1(C(C(C(C(C1[2H])([2H])[2H])([2H])[2H])([2H])[2H])([2H])[2H])[2H])C1(C(C(C(C(C1[2H])([2H])[2H])([2H])[2H])([2H])[2H])([2H])[2H])[2H])([2H])[2H])([2H])[2H])([2H])[2H])([2H])[2H])[2H])C